methyl-N-(1-methylcyclobutyl)-4-[(1-methylcyclopropyl)amino]furo[2,3-d]pyrimidine-5-carboxamide CC=1N=C(C2=C(N1)OC=C2C(=O)NC2(CCC2)C)NC2(CC2)C